1-(2-(3-fluoro-5-(trifluoromethyl)benzyl)-5-methylpyridin-4-yl)-3-methyl-1H-pyrazole-4-carboxylic acid ethyl ester C(C)OC(=O)C=1C(=NN(C1)C1=CC(=NC=C1C)CC1=CC(=CC(=C1)C(F)(F)F)F)C